(5s,8s)-N-(2,3-dichlorobenzyl)-5-fluoro-8-hydroxy-5,6,7,8-tetrahydroquinoline-5-carboxamide ClC1=C(CNC(=O)[C@]2(C=3C=CC=NC3[C@H](CC2)O)F)C=CC=C1Cl